O1CCN(CC1)C1=C(C(=O)O)C=CN=C1 3-morpholinoisonicotinic acid